4-chloro-1-methyl-5-((methyl-(phenethyl)amino)methyl)pyridine zinc [Zn].ClC1=CCN(C=C1CN(CCC1=CC=CC=C1)C)C